carbon chromium-silicon-manganese [Mn].[Si].[Cr].[C]